ClC=1C=C(C=CC1S(=O)(=O)C)NC=1SC(=C(N1)C1=CC(=NC(=C1)C)C)CO (2-((3-Chloro-4-(methylsulfonyl)phenyl)amino)-4-(2,6-dimethylpyridin-4-yl)thiazol-5-yl)methanol